Benzyl (2S,4S)-2-(tert-butyl)-4-((1-(2-(4-isobutylphenyl)propanoyl)piperidin-4-yl)methyl)-5-oxooxazolidine-3-carboxylate C(C)(C)(C)[C@@H]1OC([C@@H](N1C(=O)OCC1=CC=CC=C1)CC1CCN(CC1)C(C(C)C1=CC=C(C=C1)CC(C)C)=O)=O